OC(C)C1=C(C=C(C(=O)O)C=C1)C1=CC2=C(NC(=N2)C)C=C1 4-(1-hydroxyethyl)-3-(2-methyl-1H-benzimidazol-5-yl)benzoic acid